ClC1=C(C=C(C=2C3=C(NC12)CCNC([C@H]3C)=O)OCC#N)Cl (S)-2-((7,8-Dichloro-1-methyl-2-oxo-1,2,3,4,5,6-hexahydroazepino[4,5-b]indol-10-yl)oxy)acetonitrile